Diphenyl-(2,4,6-trimethylbenzoyl)phosphine-oxide C1(=CC=CC=C1)P(C(C1=C(C=C(C=C1C)C)C)=O)(C1=CC=CC=C1)=O